Dimethyl 3,3'-(5-bromo-4-methoxy-2-oxo-1-((2-(trimethylsilyl)ethoxy)methyl)-2,3-dihydro-1H-pyrrolo[2,3-b]pyridine-3,3-diyl)dipropionate BrC=1C(=C2C(=NC1)N(C(C2(CCC(=O)OC)CCC(=O)OC)=O)COCC[Si](C)(C)C)OC